O1[C@@H]([C@@H](O)C(=O)C=2C(O)=CC(O)=CC12)C1=CC(O)=C(O)C=C1 DihydroQuercetin